1-(3,5-Difluoropyridin-2-yl)-7-methoxy-8-(1-methyl-1H-pyrazol-4-yl)-1,3-dihydroimidazo[4,5-c]quinolin-2-one FC=1C(=NC=C(C1)F)N1C(NC=2C=NC=3C=C(C(=CC3C21)C=2C=NN(C2)C)OC)=O